N-(3-methoxy-5-methylpyrazin-2-yl)pyridine-3-sulphonamide COC=1C(=NC=C(N1)C)NS(=O)(=O)C=1C=NC=CC1